3-(trifluoromethyl)pyridin-2-amine FC(C=1C(=NC=CC1)N)(F)F